3-((4-(dimethylamino)butanoyl)oxy)pentane-1,2,4,5-tetrayl tetrakis(decanoate) C(CCCCCCCCC)(=O)OCC(C(C(COC(CCCCCCCCC)=O)OC(CCCCCCCCC)=O)OC(CCCN(C)C)=O)OC(CCCCCCCCC)=O